CNC=1C=2N(C=C(N1)C(=O)O)N=CC2 4-(Methylamino)pyrazolo[1,5-a]pyrazine-6-carboxylic acid